ClC=1C(=CC(=C(CN(CC(=O)NCC(S(=O)(=O)O)S(=O)(=O)O)C)C1)OCC=1C=NC=C(C1)C#N)OCC=1C(=C(C=CC1)C1=C(C(=CC=C1)OCC#C)C)C 2-(2-((5-Chloro-2-((5-cyanopyridin-3-yl)methoxy)-4-((2,2'-dimethyl-3'-(prop-2-yn-1-yloxy)-[1,1'-biphenyl]-3-yl)methoxy)benzyl)(methyl)amino)acetamido)ethane-1,1-disulfonic acid